C(C)C(CC)NC=1C=C(C=2N(N1)C(=NN2)C(C)C)NCCCC2=NC=CC=C2 N6-(1-ethylpropyl)-3-isopropyl-N8-[3-(2-pyridyl)propyl]-[1,2,4]triazolo[4,3-b]pyridazine-6,8-diamine